3,8-diamino-1-ethyl-6-phenylphenanthridinium bromide [Br-].NC=1C=C(C2=C3C=CC(=CC3=C([NH+]=C2C1)C1=CC=CC=C1)N)CC